t-butyl (2-(3,5-dichloro-4-((5-fluoro-1-isopropyl-6-oxo-1,6-dihydropyridin-3-yl)oxy)phenyl)-3,5-dioxo-2,3,4,5-tetrahydro-1,2,4-triazin-6-yl)carbamate ClC=1C=C(C=C(C1OC1=CN(C(C(=C1)F)=O)C(C)C)Cl)N1N=C(C(NC1=O)=O)NC(OC(C)(C)C)=O